[(3R,9aS)-3-(3-chloro-4-fluoro-phenyl)-3,4,6,7,9,9a-hexahydro-1H-pyrazino[2,1-c][1,4]oxazin-8-yl]-(2-chloro-3,5-dimethoxy-phenyl)methanone ClC=1C=C(C=CC1F)[C@@H]1CN2[C@H](CO1)CN(CC2)C(=O)C2=C(C(=CC(=C2)OC)OC)Cl